FC1=C(C=CC2=C1C(=C(O2)C)C(=O)NC2(CCOCC2)CO)OCC=2C(=NC=CC2)O 4-fluoro-N-(4-(hydroxymethyl)tetrahydro-2H-pyran-4-yl)-5-((2-hydroxypyridin-3-yl)methoxy)-2-methylbenzofuran-3-carboxamide